COC1=CC=C(C=C1)N1N=C2CCCCC2=C1C1=CC(=C(C(=C1)OC)OC)OC 2-(4-methoxyphenyl)-3-(3,4,5-trimethoxyphenyl)-4,5,6,7-tetrahydro-2H-indazole